CC1=CC2=CC3=CC(=CC=C3C=C2C=C1)C 2,7-dimethylanthracene